triOxazine COC1=CC(=CC(=C1OC)OC)C(=O)N2CCOCC2